tert-butyl N-(2-[[2-(2-[[2-(2,6-dioxopiperidin-3-yl)-1,3-dioxoisoindol-4-yl]oxy]ethoxy)ethyl](methyl)amino]ethyl)carbamate O=C1NC(CCC1N1C(C2=CC=CC(=C2C1=O)OCCOCCN(CCNC(OC(C)(C)C)=O)C)=O)=O